NC=1C(=NN(C1C(=O)OC)C1=CC=C(C=C1)C(NC1=NC=CC(=C1)C(F)(F)F)=O)C1CCOCC1 methyl 4-amino-3-(tetrahydro-2H-pyran-4-yl)-1-(4-((4-(trifluoromethyl) pyridin-2-yl) carbamoyl) phenyl)-1H-pyrazole-5-carboxylate